C12CCCC(CCC1)C2N2CCC(CC2)N2C(C(C1=CC=CC=C21)CC(=O)NO)=O 2-(1-(1-((1R,5S)-bicyclo[3.3.1]nonan-9-yl)piperidin-4-yl)-2-oxoindolin-3-yl)-N-hydroxyacetamide